C(C)N(CC)[Si](OC1CCCC1)(OC1CCCC1)OC1CCCC1 diethylaminotricyclopentyloxysilane